6-(4-isopropyl-3-(4-methyl-5-(1-methylpiperidin-4-yl)pyridin-2-yl)-1H-pyrazol-5-yl)-8-methoxy-[1,2,4]triazolo[1,5-a]pyridine C(C)(C)C=1C(=NNC1C=1C=C(C=2N(C1)N=CN2)OC)C2=NC=C(C(=C2)C)C2CCN(CC2)C